OCCCNC1=C2C(N(C(=NC2=CC=C1)C)C1C(NC(CC1)=O)=O)=O 3-(5-((3-hydroxypropyl)amino)-2-methyl-4-oxoquinazolin-3(4H)-yl)piperidine-2,6-dione